tert-butyl N-{1-[4-(aminomethyl)phenyl]cyclopropyl}carbamate NCC1=CC=C(C=C1)C1(CC1)NC(OC(C)(C)C)=O